FC=1C=C(CNC(OC(C)(C)C)=O)C=C(C1C#C[Si](C)(C)C)F Tert-butyl 3,5-difluoro-4-((trimethylsilyl)ethynyl)benzylcarbamate